O1C(CCC1)CNCC(=O)O 2-((tetrahydrofuran-2-yl)methylamino)acetic acid